(S)-4-((dimethylamino)methyl)-N'-(1,2,3,5,6,7-hexahydro-s-indacen-4-ylcarbamoyl)benzenesulfonimidamide CN(C)CC1=CC=C(C=C1)[S@](=O)(N)=NC(NC1=C2CCCC2=CC=2CCCC12)=O